C(C)(C)(C)C1=CC(=CC2=C1SC=C2)B(O)O (7-(tert-butyl)benzo[b]thiophen-5-yl)boronic acid